CC(C(C)=O)=CC=C(CCCC(CCCC(C)C)C)C 3,6,10,14-tetramethylpentadeca-3,5-dien-2-one